The molecule is an oligosaccharide derivative consisting of two [2-acetamido-4-amino-2,4-dideoxy-alpha-D-fucosyl-(1->4)-[beta-D-galactofuranosyl-(1->3)]-2-acetamido-2-deoxy-alpha-D-galactosyl-(1->3)-4,6-O-[(1R)-1-carboxyethylidene]-beta-D-galactosyloxy branched tetrasaccharide units linked via a dithiodihexyl divalent group. One of a panel of synthetic oligosaccharide derivatives designed to reveal a critical role of the rare aminosugar 2-acetamido-4-amino-2,4-dideoxy-D-fucose (2-acetamido-4-amino-2,4,6-trideoxy-D-galactose; D-AAT) for serotype 1 immune recognition (PMID:29632881). It is an oligosaccharide derivative and an organic disulfide. C[C@@H]1[C@@H]([C@@H]([C@H]([C@H](O1)O[C@H]2[C@H](O[C@@H]([C@@H]([C@H]2O[C@H]3[C@@H]([C@H]([C@@H](O3)[C@@H](CO)O)O)O)NC(=O)C)O[C@@H]4[C@H]([C@@H](O[C@H]5[C@@H]4O[C@](OC5)(C)C(=O)O)OCCCCCCSSCCCCCCO[C@H]6[C@@H]([C@H]([C@@H]7[C@H](O6)CO[C@@](O7)(C)C(=O)O)O[C@@H]8[C@@H]([C@H]([C@H]([C@H](O8)CO)O[C@@H]9[C@@H]([C@H]([C@H]([C@H](O9)C)N)O)NC(=O)C)O[C@H]1[C@@H]([C@H]([C@@H](O1)[C@@H](CO)O)O)O)NC(=O)C)O)O)CO)NC(=O)C)O)N